2-((3-methyl-4-(4-methylpiperidin-1-yl)phenyl)amino)cyclohexane-1-carboxylic acid CC=1C=C(C=CC1N1CCC(CC1)C)NC1C(CCCC1)C(=O)O